NCCC(=O)NC1=CC(=C(C=C1)C#CCN)CO 3-amino-N-(4-(3-aminoprop-1-yn-1-yl)-3-(hydroxymethyl)phenyl)propanamide